FC(C(=O)OC(COC1=C(C=CC=C1)CCC1=CC(=CC=C1)OC)CCN(C)C)(F)F (dimethylamino)-1-(2-(3-methoxyphenethyl) phenoxy)butan-2-yl 2,2,2-trifluoroacetate